FC(C1=CN=C(S1)CN1CCC2(CN(C2)C(=O)N2CC3(C2)NC(CC3)=O)CC1)F 2-[7-[[5-(difluoromethyl)thiazol-2-yl]methyl]-2,7-diazaspiro[3.5]nonane-2-carbonyl]-2,5-diazaspiro[3.4]octan-6-one